5-nitro-1H-pyrrolo[2,3-c]Pyridine [N+](=O)([O-])C=1C=C2C(=CN1)NC=C2